2-([2,2'-bipyrimidin]-5-yl)-3-ethyl-5,6-difluoroisoindolin-1-one N1=C(N=CC(=C1)N1C(C2=CC(=C(C=C2C1CC)F)F)=O)C1=NC=CC=N1